1,3,6-trioxo-2-(pyridin-4-yl)-1,2,3,6-tetrahydrobenzo[lmn]imidazo[2,1-b][3,8]phenanthroline-8,9-dicarbonitrile O=C1N(C(C=2C=CC=3C(N4C(C=5C3C2C1=CC5)=NC(=C4C#N)C#N)=O)=O)C4=CC=NC=C4